tert-butyl (4R)-4-[(1S)-1-[[2-[methoxy(methyl)amino]-2-oxo-ethoxy]methyl]-3-methyl-but-3-enyl]-2,2-dimethyl-oxazolidine-3-carboxylate CON(C(COC[C@@H](CC(=C)C)[C@H]1N(C(OC1)(C)C)C(=O)OC(C)(C)C)=O)C